(S)-1-((3aR,5S,6aR)-2,2-Dimethyltetrahydrofuro[2,3-d][1,3]dioxol-5-yl)-2-(methylamino)ethan-1-ol CC1(O[C@H]2[C@@H](O1)O[C@@H](C2)[C@H](CNC)O)C